[Cl-].[Cl-].C(C)[SiH](CC)[Zr+2](C1C=CC=2CCCCC12)C1C=CC=2CCCCC12 diethylsilyl-bis(4,5,6,7-tetrahydro-1-indenyl)zirconium dichloride